F[C@@H]1C[C@@]2(CCCN2C1)COC1=NC2=C(C(=C(C=C2C(=N1)N1CC2CCC(C1)N2)Cl)C2=NC(=CC1=CC=CC(=C21)F)N)F 1-(2-{[(2r,7as)-2-fluoro-hexahydro-1H-pyrrolizin-7a-yl]methoxy}-6-chloro-4-{3,8-diazabicyclo[3.2.1]oct-3-yl}-8-fluoroquinazolin-7-yl)-8-fluoroisoquinolin-3-amine